rel-(R)-4-(4-bromo-2-methylbenzo[d][1,3]dioxol-2-yl)-3-fluorobenzonitrile BrC1=CC=CC=2O[C@@](OC21)(C)C2=C(C=C(C#N)C=C2)F |o1:7|